3-methyltricyclo[5.2.1.02,6]-3,8-decadiene CC=1C2C3C=CC(C2CC1)C3